ClC1=NC=C2C(=N1)N(N=C2)[C@@H]2C[C@H](CC2)CO |r| rac-(trans-3-(6-chloro-1H-pyrazolo[3,4-d]pyrimidin-1-yl)cyclopentyl)methanol